4-(2-(5-amino-8-methylbenzo[f][1,7]naphthyridin-2-yl)ethyl)-3-methylphenyl dihydrogen phosphate P(=O)(OC1=CC(=C(C=C1)CCC=1C=NC=2C(=NC3=C(C2C1)C=CC(=C3)C)N)C)(O)O